COC1=C2C(NC(=NC2=CC(=C1)OC)C1=CC=C(C=C1)N1CCN(CC1)CC=1C(=C2C(N(C(C2=CC1)=O)C1C(NC(CC1)=O)=O)=O)F)=O 5-((4-(4-(5,7-dimethoxy-4-oxo-3,4-dihydroquinazolin-2-yl)phenyl)piperazin-1-yl)methyl)-2-(2,6-dioxopiperidin-3-yl)-4-fluoroisoindoline-1,3-dione